2-{[(4-cyclopropylphenyl)(2-methylphenyl)methyl]carbamoyl}cyclopentane-1-carboxylic acid C1(CC1)C1=CC=C(C=C1)C(C1=C(C=CC=C1)C)NC(=O)C1C(CCC1)C(=O)O